ClCC1=CC(=CC(=N1)C(=O)OC)C1=CC=CC=C1 methyl 6-(chloromethyl)-4-phenylpyridine-2-carboxylate